C1(CC1)CN1[C@H](CCC1)C1=CN=CN1C1=CC=C(C=N1)C=O 6-{5-[(2R)-1-(cyclopropylmethyl)pyrrolidin-2-yl]-1H-imidazol-1-yl}pyridine-3-carbaldehyde